N-((4,6-dimethoxypyrimidin-5-yl)methyl)-4,4-diethyl-7-(trifluoromethyl)-4H-chromeno[4,3-d]thiazol-2-amine COC1=NC=NC(=C1CNC=1SC2=C(N1)C=1C=CC(=CC1OC2(CC)CC)C(F)(F)F)OC